(4-(pyridin-3-yl)phenyl)boric acid N1=CC(=CC=C1)C1=CC=C(C=C1)OB(O)O